Cl[Pd](C1=NC=CC=C1Cl)(=C1N(C=CN1C1=C(C=CC=C1C(CC)CC)C(CC)CC)C1=C(C=CC=C1C(CC)CC)C(CC)CC)Cl dichloro-[1,3-bis-(2,6-di-3-pentylphenyl)-imidazol-2-ylidene](3-chloropyridinyl)-palladium